[O-2].[Zn+2].[Co+2].[Ni+2].[O-2].[O-2] nickel cobalt zinc oxide